2'-(3-chloro-1H-pyrrolo[2,3-b]pyridin-5-yl)-1-(morpholine-4-sulfonyl)-5',6'-dihydrospiro[piperidine-4,4'-pyrrolo[1,2-b]pyrazole] ClC1=CNC2=NC=C(C=C21)C=2C=C1N(N2)CCC12CCN(CC2)S(=O)(=O)N2CCOCC2